3-(1H-imidazol-2-yl)benzoic acid N1C(=NC=C1)C=1C=C(C(=O)O)C=CC1